FC1=C(C=CC(=C1)C1=NOC(=N1)C(F)(F)F)N=S(=O)(C1=CC=CC=C1)C ((2-fluoro-4-(5-(trifluoromethyl)-1,2,4-oxadiazol-3-yl)phenyl)imino)(methyl)(phenyl)-λ6-sulfanone